N-{(6R)-7,7-Difluoro-1-hydroxy-2-[6-methyl-4-(2,4,6-trifluorophenyl)[1,2]oxazolo[5,4-b]pyridin-3-yl]-3-oxohexahydro-1H-pyrrolo[1,2-c]imidazol-6-yl}methanesulfonamide pentacarbon [C].[C].[C].[C].[C].FC1([C@@H](CN2C(N(C(C21)O)C2=NOC1=NC(=CC(=C12)C1=C(C=C(C=C1F)F)F)C)=O)NS(=O)(=O)C)F